2-methylpropan-2-yl ({4-[6-iodo-2-chloro-8-fluoro-4-(6-hydroxy-6-methyl-1,4-oxazepan-4-yl)quinazolin-7-yl]-3-cyanobenzo[b]thiophen-2-yl}amino)methanoate IC=1C=C2C(=NC(=NC2=C(C1C1=CC=CC=2SC(=C(C21)C#N)NC(=O)OC(C)(C)C)F)Cl)N2CCOCC(C2)(C)O